CN1CCN(CC1)C1CCNCC1 4-(4-methyl-piperazin-1-yl)piperidin